C(C1=CC=CC=C1)N1C(C=2NCCN(C(C2C1=O)C=1OC=CC1)C(C1=CC=NC=C1)=O)(C)C 7-benzyl-5-(furan-2-yl)-4-isonicotinoyl-8,8-dimethyl-2,3,4,5,7,8-hexahydropyrrolo[3,4-e][1,4]diazepin-6(1H)-one